platinum (II) tetraphenyltetrabenzoporphyrin C1(=CC=CC=C1)C=1C=2C3=C(C(=C(C4=C5C(=C(C(=C6C7=C(C(C(=C8C9=C(C1N8)C=CC=C9)C9=CC=CC=C9)=N6)C=CC=C7)C7=CC=CC=C7)N4)C=CC=C5)C5=CC=CC=C5)N2)C=CC=C3.[Pt+2]